C(C)(C)(C)OC(N(C)CC1OCC2=C(C=CC=C12)Cl)=O ((4-chloro-1,3-dihydroisobenzofuran-1-yl)methyl)(methyl)carbamic acid tert-butyl ester